4-{(S)-2-[(S)-2-(Methoxycarbonyl)-3-phenylpropanamido]-2-(2-methylthiazol-4-yl)ethyl}phenylsulfamic acid COC(=O)[C@H](C(=O)N[C@@H](CC1=CC=C(C=C1)NS(O)(=O)=O)C=1N=C(SC1)C)CC1=CC=CC=C1